2-phenyl-5,8-dihydropyrido[3,4-d]pyrimidine-7(6H)-carboxylate C1(=CC=CC=C1)C=1N=CC2=C(N1)CN(CC2)C(=O)[O-]